R-(-)-2-amino-5-diethylaminopentane N[C@H](C)CCCN(CC)CC